FC1=C(CN(S(=O)(=O)C)C2=CC=CC=C2)C=CC(=C1)C=1OC(=NN1)C(F)(F)F N-(2-fluoro-4-(5-(trifluoromethyl)-1,3,4-oxadiazol-2-yl)benzyl)-N-phenylmethanesulfonamide